N1-((3-((5s,8s)-3,3-dimethyl-1-oxaspiro[4.5]decan-8-yl)-5,6-dihydro-4H-pyrrolo[1,2-b]pyrazol-2-yl)methyl)-N1,N2-dimethylethane-1,2-diamine CC1(COC2(C1)CCC(CC2)C2=C1N(N=C2CN(CCNC)C)CCC1)C